ClCC(C(=O)N(O)CC1=C(C=C(C=C1)Cl)Cl)(C)C 3-chloro-N-(2,4-dichlorophenyl)methyl-N-hydroxyl-2,2-dimethylpropionamide